6-amino-2-cyclobutyl-5-(3-hydroxy-2,6-dimethyl-phenyl)pyrrolo[2,3-b]pyrazine-7-carboxamide NC1=C(C=2C(=NC=C(N2)C2CCC2)N1C1=C(C(=CC=C1C)O)C)C(=O)N